7-(4-(dimethylamino)but-1-yn-1-yl)-N-(1-isopropylpiperidine-4-yl)-6-methoxy-2-(4-methylpiperazin-1-yl)quinazolin-4-amine CN(CCC#CC1=C(C=C2C(=NC(=NC2=C1)N1CCN(CC1)C)NC1CCN(CC1)C(C)C)OC)C